ClC1=C2C(=CNC2=C(C=C1)N1C[C@@H](CCC1)C1=NC=C(C=C1)N1CCC(CC1)CN1CCC(CC1)N1C=CC2=C(C=CC=C12)N1C(NC(CC1)=O)=O)C#N |o1:12| 4-Chloro-7-[(3R*)-3-{5-[4-({4-[4-(2,4-dioxo-1,3-diazinan-1-yl)-1H-indol-1-yl]piperidin-1-yl}methyl)piperidin-1-yl]pyridin-2-yl}piperidin-1-yl]-1H-indole-3-carbonitrile